ClC=1C(=NC(=NC1)NC=1C(=NN(C1)C1CC(C1)C#N)C)OCC1C(CN(CC1)C)F 3-(4-((5-chloro-4-((3-fluoro-1-methylpiperidin-4-yl)methoxy)pyrimidin-2-yl)amino)-3-methyl-1H-pyrazol-1-yl)cyclobutane-1-carbonitrile